FC(C=1C=C2C(=CN1)NC(=C2)C(=O)O)F 5-(difluoromethyl)-1H-pyrrolo[2,3-c]pyridine-2-carboxylic acid